NC1=CC(=C(CCNC(OCC2=CC=CC=C2)=O)C=C1)F benzyl (4-amino-2-fluorophenethyl)carbamate